[N-](S(=O)(=O)C(F)(F)C(F)(F)F)S(=O)(=O)C(F)(F)C(F)(F)F.FC(C=1C=C(C=C(C1)C(F)(F)F)S(=O)(=O)OC1=CC=C(C=C1)[S+](C1=CC=CC=C1)C1=CC=C(C=C1)OS(=O)(=O)C1=CC(=CC(=C1)C(F)(F)F)C(F)(F)F)(F)F bis[4-(3,5-di(trifluoromethyl)-benzenesulfonyloxy)phenyl]phenylsulfonium bis(perfluoroethylsulfonyl)imide